Indolylfluorene N1C(=CC2=CC=CC=C12)C1=CC=CC=2C3=CC=CC=C3CC12